O=C(C(=O)OCCCCCCCC(=O)OC\C=C/CCCCCC)CCC(=O)OCCCCCCCC(=O)OC\C=C/CCCCCC bis(8-(((Z)-non-2-en-1-yl)oxy)-8-oxooctyl) 2-oxopentanedioate